F[C@@]1(C[C@H](N(C1)C(CNC(C1=CC=C(C=C1)OC1=CC=C(C=C1)F)=O)=O)C(=O)OCC1=CC=CC=C1)CF benzyl (2S,4R)-4-fluoro-4-(fluoromethyl)-1-((4-(4-fluorophenoxy) benzoyl)glycyl)pyrrolidine-2-carboxylate